C([O-])([O-])=O.[Ca+2].[Ru+3].C(#N)C1=C(C=C(C=C1)OC)N(C(C(=C)C)=O)C N-(2-cyano-5-methoxyphenyl)-N-methyl-methacrylamide ruthenium-calcium carbonate